N-(5-fluoropyrimidin-2-yl)-5-[2-methyl-5-[[(1S,5R,7s)-3-oxa-9-azabicyclo[3.3.1]nonan-7-yl]oxy]-4-pyridyl]pyrazolo[1,5-a]pyridin-2-amine FC=1C=NC(=NC1)NC1=NN2C(C=C(C=C2)C2=CC(=NC=C2OC2C[C@@H]3COC[C@H](C2)N3)C)=C1